C(O)C(C(=O)OCCC)(C)CO propyl 2,2-dimethylolpropionate